5-(azetidin-3-ylmethyl)-3-(4-((3,4-dichlorobenzyl)oxy)phenyl)-1,2,4-oxadiazole trifluoroacetate salt FC(C(=O)O)(F)F.N1CC(C1)CC1=NC(=NO1)C1=CC=C(C=C1)OCC1=CC(=C(C=C1)Cl)Cl